C(C=C)(=O)N1C[C@H](N(CC1)C=1C2=C(N(CN1)C=1C(=NC=CC1C)C(C)C)N=C(C(=C2)F)C2=C(C=CC=C2O)F)C 4-((R)-4-acryloyl-2-methylpiperazin-1-yl)-6-fluoro-7-(2-fluoro-6-hydroxyphenyl)-1-(2-isopropyl-4-methylpyridin-3-yl)pyrido[2,3-d]pyrimidin